tert-butyl (cyclopropylmethyl)((3R)-1-(1-(1-(4-(6-((R)-3-methylpyrrolidin-1-yl)pyrazin-2-yl)-1H-1,2,3-triazol-1-yl)ethyl)-2-oxo-1,2-dihydropyridin-4-yl)piperidin-3-yl)carbamate C1(CC1)CN(C(OC(C)(C)C)=O)[C@H]1CN(CCC1)C1=CC(N(C=C1)C(C)N1N=NC(=C1)C1=NC(=CN=C1)N1C[C@@H](CC1)C)=O